FC(CN1N=CC=2C1=NC(=CN2)N2CCC1(CCN(C1)C1=C(C=C(C=C1)F)F)CC2)F 8-(1-(2,2-difluoroethyl)-1H-pyrazolo[3,4-b]pyrazin-6-yl)-2-(2,4-difluorophenyl)-2,8-diazaspiro[4.5]decane